7-Oxo-2,4,5,7-tetrahydro-6H-pyrazolo[3,4-c]pyridine O=C1NCCC=2C1=NNC2